BrCC=1C=CC(=C(C#N)C1)F 5-(bromomethyl)-2-fluorobenzonitrile